CN1N=CC2=CC(=CC=C12)C(=O)OC methyl 1-methylindazole-5-carboxylate